O[C@H]1CCN(CC[C@@H]1[C@@H]1N2C(C3=CC=CC=C13)=CN=C2)S(=O)(=O)N (4S,5R)-4-Hydroxy-5-((S)-5H-imidazo[5,1-a]isoindol-5-yl)azepan-1-sulfonamid